C(CCCC)C1(CCC(CC1)C1CCCCC1)C1=CC=C(C=C1)F 4-Pentyl-4-(4-fluorophenyl)bi(cyclohexane)